C(C)C1C(=O)OC1C α-ethyl-β-butyrolactone